5-formyl-2-thiopheneboronic acid pinacol ester C(=O)C1=CC=C(S1)B1OC(C)(C)C(C)(C)O1